methyl-1,3-dioxol-2-one CC=1OC(OC1)=O